CC1=C(C(=C(C=C1)OC(NC1CC(CC(C1)(C)C)(C)CNC(=O)OC1=C(C(=C(C=C1)C)C)C)=O)C)C 3-((trimethylphenoxy)carbonylamino-methyl)-3,5,5-trimethylcyclohexylcarbamic acid (trimethylphenyl) ester